FC=1C(=NC=CC1)C1(CCC1)CNC1=NC=C(C=N1)C=1C=C(C(=O)N)C=CC1O 3-[2-({[(3-fluoro(2-pyridyl))cyclobutyl]methyl}amino)pyrimidin-5-yl]-4-hydroxybenzamide